(2,2-diethoxyethyl)-benzene C(C)OC(CC1=CC=CC=C1)OCC